C(C)(=O)N[C@@H](C(C)C)C(=O)N[C@@H](CCCNC(N)=O)C(=O)N[C@@H](C(C)(C)S)C(=O)O N-acetyl-L-valyl-N5-carbamoyl-L-ornithyl-3-sulfanyl-L-valine